NC=1C2=C(N=CN1)N1C(=C2C2=CC(=C(C=C2)OC2=NC(=CC=C2)C)F)N(CC1)C=1C=C(C=CC1F)NC(C=C)=O N-(3-(4-amino-5-(3-fluoro-4-((6-methylpyridin-2-yl)oxy)phenyl)-7,8-dihydro-6H-imidazo[1',2':1,5]pyrrolo[2,3-d]pyrimidin-6-yl)-4-fluorophenyl)acrylamide